N-(trans-4-(2-(4-(2,3-dichlorophenyl)piperazin-1-yl)ethyl)cyclohexyl)-2-(dimethylamino)acetamide ClC1=C(C=CC=C1Cl)N1CCN(CC1)CC[C@@H]1CC[C@H](CC1)NC(CN(C)C)=O